Cl.FC1=CC=CC=2C3=C4C(CCNC4CC21)=CC=C3OC 8-fluoro-1-methoxy-5,6,6a,7-tetrahydro-4H-dibenzo[de,g]quinoline hydrochloride